2,7-bis(2,3,6,7-tetrahydroxy-9H-carbazol-9-yl)-4,5-dihydrophenanthrene-9,10-dione OC1=CC=2N(C3=CC(=C(C=C3C2C=C1O)O)O)C=1C=C2C(C(C3=CC(=CCC3=C2CC1)N1C2=CC(=C(C=C2C=2C=C(C(=CC12)O)O)O)O)=O)=O